FC=1C=C2C(=CNC2=CC1)CCOC=1C2=C(N=C(N1)C=1C=NN(C1)C)SC=N2 7-(2-(5-fluoro-1H-indol-3-yl)ethoxy)-5-(1-methyl-1H-pyrazol-4-yl)thiazolo[5,4-d]pyrimidine